ClC=1NC(C=2N(C1)N=CC2I)=O 6-Chloro-3-iodopyrazolo[1,5-a]pyrazin-4(5H)-one